C(C1=CC=CC=C1)C=1NC(=NN1)C(=O)N[C@H]1CCC2=C(N(C1=O)C)C=NN2C (S)-5-benzyl-N-(1,4-dimethyl-5-oxo-1,4,5,6,7,8-hexahydropyrazolo[4,3-B]azepin-6-yl)-4H-1,2,4-triazole-3-carboxamide